2-(2,6-dioxopiperidin-3-yl)-5-fluoroisoindolin-1,3-dione O=C1NC(CCC1N1C(C2=CC=C(C=C2C1=O)F)=O)=O